5-((3-(5-(6-methylpyridin-3-yl)-4,5-dihydro-1H-pyrazole-1-carbonyl)bicyclo[1.1.1]-pentan-1-yl)methoxy)pyrazine-2-carbonitrile CC1=CC=C(C=N1)C1CC=NN1C(=O)C12CC(C1)(C2)COC=2N=CC(=NC2)C#N